8-piperidinyl-4-(4-cyano-3-pyridyl)-3,4-dihydrobenzo[f][1,4]oxazepine-5(2H)-one N1(CCCCC1)C1=CC2=C(C(N(CCO2)C=2C=NC=CC2C#N)=O)C=C1